1,3,6,7-tetramethylbenzoimidazolium C[N+]1=CN(C2=C1C(=C(C=C2)C)C)C